C(CCCCCC)C(C(=O)OCC(COC(C(CCCCCCC)CCCCCCC)=O)N1CCC2(CC1)CCN(CC2)CCCNC(=O)OC(C)(C)C)CCCCCCC 2-(9-(3-((tert-butoxycarbonyl)amino)propyl)-3,9-diazaspiro[5.5]undecan-3-yl)propane-1,3-diyl bis(2-heptylnonanoate)